1-Ethyl-4-fluoro-N'-(((R)-3-methyl-1,2,3,5,6,7-hexahydrodicyclopenta[b,e]pyridin-8-yl)carbamoyl)-1H-pyrazole-3-sulfonimidamide C(C)N1N=C(C(=C1)F)S(=O)(N)=NC(NC1=C2C(=NC3=C1CCC3)[C@@H](CC2)C)=O